CC(CO)C=1C=CC(C23C=CC(C(C12)(C)C)C3)(C)C β,1,1,5,5-pentamethyl-2H-2,4a-Methanonaphthalene-8-ethanol